ClC=1C=NC=CC1/N=N/C1=C(C=C(N)C=C1)OC (E)-4-((3-Chloropyridin-4-yl)diazenyl)-3-methoxyaniline